COC=1C=C(C[C@@H]2[C@H](C(OC2)=O)CC2=CC(=C(C=C2)O)OCCC2=CC=CC=C2)C=CC1OC (3R,4R)-4-(3,4-dimethoxybenzyl)-3-(4-hydroxy-3-phenethoxybenzyl)dihydrofuran-2(3H)-one